(2S,3S)-1-(((9H-fluoren-9-yl)methoxy)carbonyl)-3-(allyloxy)pyrrolidine-2-carboxylic acid C1=CC=CC=2C3=CC=CC=C3C(C12)COC(=O)N1[C@@H]([C@H](CC1)OCC=C)C(=O)O